C(C)(C)(C)C1=NC=NC=C1C=CC(=O)NC1=CC=C(C=C1)O 3-(4-(tert-butyl)pyrimidin-5-yl)-N-(4-hydroxyphenyl)acrylamide